ClC1=C2CCN(CC2=C(C(=C1OC)OC)Cl)C(=O)C1CNCCC1 5,8-Dichloro-6,7-dimethoxy-3,4-dihydroisoquinolin-2(1H)-yl-(piperidin-3-yl)methanone